COC(C1=CC(=CC=C1)CN1C(N(C2=NC(=NC=C12)N)[C@@H]1O[C@@H]([C@H]([C@H]1O)F)CO)=O)=O Methyl-3-((2-Amino-9-((2R,3S,4S,5R)-4-fluoro-3-hydroxy-5-(hydroxymethyl)tetrahydrofuran-2-yl)-8-oxo-8,9-dihydro-7H-purin-7-yl)methyl)benzoat